(2S)-N-[4-(3-Cyanophenyl)-5-(2,6-dimethyl-4-pyridyl)thiazol-2-yl]-2-(hydroxymethyl)pyrrolidin-1-carboxamid C(#N)C=1C=C(C=CC1)C=1N=C(SC1C1=CC(=NC(=C1)C)C)NC(=O)N1[C@@H](CCC1)CO